C(C)(C)(C)OC(NC1CC(C2=C(N(C1=O)C)C=CC=C2)O)=O (5-hydroxy-1-methyl-2-oxo-2,3,4,5-tetrahydro-1H-benzo[b]azepin-3-yl)carbamic acid tert-butyl ester